OC1=NON=C1NC1CC(C1)O hydroxy-4-((3-hydroxycyclobutyl)amino)-1,2,5-oxadiazole